2,7-dimethyl-1,4-oxaazepane CC1OC(CCNC1)C